C(C1=CC=CC=C1)N1C(C(NC2=CC=C(C=C12)OC)=O)=O 1-benzyl-7-methoxy-1,4-dihydroquinoxaline-2,3-dione